[dimethylamino(3-triazolo[4,5-b]pyridinyloxy)methylidene]-dimethylammonium CN(C)C(ON1N=NC=2C1=NC=CC2)=[N+](C)C